The molecule is major species at pH 7.3 It derives from a L-selenomethionine zwitterion. It is a tautomer of a Se-methylselenomethionine. C[Se+](C)CC[C@@H](C(=O)[O-])[NH3+]